C(C)(C)(C)OC(=O)N/C(=N\C(OC(C)(C)C)=O)/N1N=CC=C1 tert-butyl (NE)-N-[(tert-butoxycarbonylamino)-pyrazol-1-yl-methylene]carbamate